N[C@H](C(=O)OCC(CCCCC)CCCCC)CC1=CC(=CC(=C1)F)F 2-pentylheptyl (S)-2-amino-3-(3,5-difluorophenyl)propanoate